S-(benzo[d]thiazol-2-yl)-N,N-dicyclohex-ylthiohydroxylamine S1C(=NC2=C1C=CC=C2)SN(C2CCCCC2)C2CCCCC2